tert-butyl (5-((6-amino-8-bromo-2-fluoro-9H-purin-9-yl)methyl)-2-bromobenzyl)(3-((tert-butyldiphenylsilyl)oxy)phenyl)carbamate NC1=C2N=C(N(C2=NC(=N1)F)CC=1C=CC(=C(CN(C(OC(C)(C)C)=O)C2=CC(=CC=C2)O[Si](C2=CC=CC=C2)(C2=CC=CC=C2)C(C)(C)C)C1)Br)Br